5-(1-methylpyrrolidin-2-yl)-3-(4-(pyridin-4-ylethynyl)phenyl)-1,2,4-oxadiazole CN1C(CCC1)C1=NC(=NO1)C1=CC=C(C=C1)C#CC1=CC=NC=C1